FC1=C(C=CC=C1)C1=CC(=CC=C1)C[C@@H]1C=2C(N(C=NC2CC[C@@H]1NS(=O)(=O)C)C(C)C)=O |o1:14,23| rel-N-[(5R,6S)-5-[(2'-fluoro[1,1'-biphenyl]-3-yl)methyl]-4-oxo-3-(propan-2-yl)-3,4,5,6,7,8-hexahydroquinazolin-6-yl]methanesulfonamide